[N+](#[C-])C1=CC=C(C(=O)OCC(=O)NC2=CC=C(C=C2)C2=CC=CC=C2)C=C1 2-([1,1'-biphenyl]-4-ylamino)-2-oxoethyl 4-isocyanobenzoate